Cl.FC(N1N=CC(=C1)C=1C=CC2=C(C1)CO[C@@H]1[C@H]2NCCC1)(F)F Cis-(4aS,10bS)-8-(1-(trifluoromethyl)-1H-pyrazol-4-yl)-2,3,4,4a,6,10b-hexahydro-1H-isochromeno[4,3-b]pyridine hydrochloride